NC1=NC=NN2C1=C(C=C2C2CCN(CC2)C(=O)OC(C)(C)C)C2=CC=C(C=C2)NC(=O)C=2C(N(C(=C(C2)Br)C)C2=CC=CC=C2)=O tert-Butyl 4-[4-amino-5-(4-{[(5-bromo-6-methyl-2-oxo-1-phenyl-1,2-dihydropyridin-3-yl)carbonyl]amino}phenyl)pyrrolo[2,1-f][1,2,4]triazin-7-yl]piperidine-1-carboxylate